Ethyl 2-(2-(2-cyanophenyl)-1,1-difluoro-2-(1-methyl-1H-pyrazol-4-yl)ethyl)-5-methoxy-1-methyl-6-oxo-1,6-dihydropyrimidine-4-carboxylate C(#N)C1=C(C=CC=C1)C(C(F)(F)C=1N(C(C(=C(N1)C(=O)OCC)OC)=O)C)C=1C=NN(C1)C